1-(2-amino-6-methyl-phenyl)pyrrolidin-3-ol NC1=C(C(=CC=C1)C)N1CC(CC1)O